ethylvinylbis(3-methyl-1-pentene-3-oxy)silane aluminum [Al].C(C)C=C[SiH](OC(C=C)(CC)C)OC(C=C)(CC)C